[Cl-].C(CCC)[P+](C[Si](C)(C)OC)(CCCC)CCCC tributyl-{(methoxydimethylsilyl)methyl}phosphonium chloride